tert-Butyl 4-(3-fluoro-4-morpholinophenyl)-3,6-dihydropyridine-1(2H)-carboxylate FC=1C=C(C=CC1N1CCOCC1)C=1CCN(CC1)C(=O)OC(C)(C)C